(4S,5R)-methyl-5-benzyl-2,2-diethyl-1,3-dioxolane-4-carboxylate COC(=O)[C@H]1OC(O[C@@H]1CC1=CC=CC=C1)(CC)CC